(furan-2-ylmethyl)-6-(3-hydroxyphenyl)-8-(3-methylbenzyl)imidazo[1,2-a]pyrazin-3(7H)-one O1C(=CC=C1)CC1=NC=2N(C=C(NC2CC2=CC(=CC=C2)C)C2=CC(=CC=C2)O)C1=O